C(C)(C)(C)OCC\C=C/CCCCC (Z)-1-(t-butoxy)-3-nonene